C(C)OC1=CC=C(C=C1)C1=CC=C(C=C1)C(=O)O 4-ethoxy-4'-biphenyl-carboxylic acid